Methyl 4-[2-fluoro-4-[[1-[(4-fluorophenyl)carbamoyl]cyclopropanecarbonyl]amino]phenoxy]-7-methoxyquinoline-6-carboxylate FC1=C(OC2=CC=NC3=CC(=C(C=C23)C(=O)OC)OC)C=CC(=C1)NC(=O)C1(CC1)C(NC1=CC=C(C=C1)F)=O